FC1=C(CC2N(CCC2)C(=O)C=2C(=NN(C2)C)COCC(C(F)F)(F)F)C=CC=C1 [2-(2-fluorobenzyl)pyrrolidin-1-yl]{1-methyl-3-[(2,2,3,3-tetrafluoropropoxy)methyl]-1H-pyrazol-4-yl}methanone